aluminum N-nitrosohydroxylamine salt N(=O)NO.[Al]